3-(3-(3-((tert-butyldimethylsilyl)oxy)propoxy)-5-ethyl-4-nitro-1H-pyrazol-1-yl)-2-methoxypyridine [Si](C)(C)(C(C)(C)C)OCCCOC1=NN(C(=C1[N+](=O)[O-])CC)C=1C(=NC=CC1)OC